N1=NC=CC2=C1O[C@H](CN2)[C@@H](C2=CC=CC=C2)NCCC=2C=C(C=CC2C)C(C(=O)O)(C)C 2-(3-(2-(((R)-((R)-6,7-dihydro-5H-pyridazino[3,4-b][1,4]oxazin-7-yl)(phenyl)methyl)amino)ethyl)-4-methylphenyl)-2-methylpropanoic acid